C(C)(=O)C1=C2C=C(C(=NC2=CC(=C1)C)C#N)C1=CC=C(C=C1)OC1COC1 5-acetyl-7-methyl-3-(4-(oxetan-3-yloxy)phenyl)quinoline-2-carbonitrile